C(=O)C1=C(C=C(N1)C(=O)O)C 5-FORMYL-4-METHYL-1H-PYRROLE-2-CARBOXYLIC ACID